4-(3-(3-fluoro-5-(imidazo[1,2-a]pyridine-3-carboxamido)-4-methylphenyl)-1,2,4-oxadiazol-5-yl)-2-methylpiperazine-1-carboxylic acid methyl ester COC(=O)N1C(CN(CC1)C1=NC(=NO1)C1=CC(=C(C(=C1)NC(=O)C1=CN=C2N1C=CC=C2)C)F)C